ClC1=CC=C(C=C1)C=1N=C(N(C1C1=CC=NC=C1)CC(=O)N1CCN(CC1)C(=O)OC(C)(C)C)C1=CC=C(C=C1)OC tert-butyl 4-{2-[4-(4-chlorophenyl)-2-(4-methoxyphenyl)-5-(pyridin-4-yl)-1H-imidazol-1-yl]acetyl}piperazine-1-carboxylate